1-(3-((5-chloro-2-((3-methyl-1-(2-morpholinoethyl)-1H-pyrazol-4-yl)amino)pyrimidin-4-yl)amino)propyl)pyrrolidin-2-one ClC=1C(=NC(=NC1)NC=1C(=NN(C1)CCN1CCOCC1)C)NCCCN1C(CCC1)=O